C(CC)N1CCCC1 N-propyl-pyrrolidine